2-(2-Fluorophenyl)-8-[(1R)-1-[4-fluoro-2-(2H-tetrazol-5-yl)anilino]ethyl]-3,6-dimethyl-chromen-4-one FC1=C(C=CC=C1)C=1OC2=C(C=C(C=C2C(C1C)=O)C)[C@@H](C)NC1=C(C=C(C=C1)F)C=1N=NNN1